3-((S)-1-(5-cyano-6-((S)-2-methylazetidine-1-yl)-4-(trifluoromethyl)pyridin-2-yl)pyrrolidin-3-yl)propionic acid C(#N)C=1C(=CC(=NC1N1[C@H](CC1)C)N1C[C@H](CC1)CCC(=O)O)C(F)(F)F